(1-Benzyl-4-diphenylphosphanyl-pyrrolidin-3-yl)-diphenyl-phosphan C(C1=CC=CC=C1)N1CC(C(C1)P(C1=CC=CC=C1)C1=CC=CC=C1)P(C1=CC=CC=C1)C1=CC=CC=C1